3-amino-6-(methoxymethyl)-5-phenylpyrazine-2-carbonitrile NC=1C(=NC(=C(N1)C1=CC=CC=C1)COC)C#N